NC(CC(=O)O)C(NC(C(=O)OCC)CO)=O 3-amino-3-[(1-ethoxy-3-hydroxy-1-oxopropan-2-yl)carbamoyl]propionic acid